[Na+].C(C)(C)S(=O)(=O)[O-] isopropyl-sulfonic acid sodium salt